CSCC1=CC=CC(=N1)N 6-((methylthio)methyl)pyridin-2-amine